(S)-N-(3-(3-(4-methyl-4H-1,2,4-triazol-3-yl)oxetan-3-yl)phenyl)-7-((3-methylpiperidin-1-yl)methyl)-1H-pyrrolo[3,2-b]pyridine-5-carboxamide CN1C(=NN=C1)C1(COC1)C=1C=C(C=CC1)NC(=O)C1=CC(=C2C(=N1)C=CN2)CN2C[C@H](CCC2)C